C(C)(=O)C1=C(C=C(C=C1)Cl)C1=CC(N(C=C1OC)[C@@H](C(=O)NC1=CC2=CN(N=C2C=C1)C)CC1=CC=CC=C1)=O (R)-2-(4-(2-acetyl-5-chlorophenyl)-5-methoxy-2-oxopyridin-1(2H)-yl)-N-(2-methyl-2H-indazol-5-yl)-3-phenylpropanamide